O1N=C(N=C1)C=1C=CC=C(C(=O)O)C1 5-(1,2,4-oxadiazolyl)benzoic acid